N-((5-(2,6-dioxopiperidin-3-yl)-4-oxo-5,6-dihydro-4H-thieno[3,4-c]pyrrol-1-yl)methyl)-2,3,4,5,6-pentafluorobenzenesulfonamide O=C1NC(CCC1N1CC=2C(C1=O)=CSC2CNS(=O)(=O)C2=C(C(=C(C(=C2F)F)F)F)F)=O